C(C1=CC=CC=C1)C=1C=C(SC1)C1=CN(C=2N=CN=CC21)[C@H]2[C@@H]([C@@H]([C@H](C2)CNCCCNCCC2=CC=C(C=C2)C(F)(F)F)O)O (1R,2S,3R,5R)-3-[5-(4-benzylthiophen-2-yl)pyrrolo[2,3-d]pyrimidin-7-yl]-5-({[3-({2-[4-(trifluoromethyl)phenyl]ethyl}amino)propyl]amino}methyl)cyclopentane-1,2-diol